OC1=C(C=C(C=C1S(=O)(=O)O)O)CN(C(C)=O)CC1=C(C(=CC(=C1)O)C(=O)O)O N-(2,5-Dihydroxy-3-sulfophenylmethyl)N-(3-carboxy-2,5-dihydroxyphenylmethyl)acetamid